FC=1C=C(C=C(C1OC1=CC(=NC=C1)C=1C=NN(C1)C)F)NC(=O)C=1C(N(C(N(C1)C(C)C)=O)C1=CC=C(C=C1)F)=O N-(3,5-difluoro-4-((2-(1-methyl-1H-pyrazol-4-yl)pyridin-4-yl)oxy)phenyl)-3-(4-fluorophenyl)-1-isopropyl-2,4-dioxo-1,2,3,4-tetrahydropyrimidin-5-carboxamide